BrC=1C=C2C(=NC=NC2=CC1)NC(C(C)(C)C)=O N-(6-bromoquinazoline-4-yl)pivalamide